methanamine trifluoroacetate salt FC(C(=O)O)(F)F.CN